C(C)(C)(C)OC(=O)N1C[C@@H](CCC1)NC=1N=NC(=C2C1C=NC=C2)C2=C(C=C(C=C2)C(F)(F)F)OCOC.CN2CCN(CC2)C2CC(C2)C(=O)N 3-(4-methylpiperazin-1-yl)cyclobutan-1-carboxamide tert-butyl-(3R)-3-[[1-[2-(methoxymethoxy)-4-(trifluoromethyl)phenyl]-pyrido[3,4-d]pyridazin-4-yl]amino]piperidine-1-carboxylate